3-Propylcarbonate CCCOC([O-])=O